(E)-1-(1-chloro-2-iodovinyl)-4-tert-butylbenzene Cl\C(=C\I)\C1=CC=C(C=C1)C(C)(C)C